CN1N=NC2=C1C=CC(=C2)CNC(=O)[C@H]2NC[C@@H](C2)CC2CCC1(CC1)CC2 (2s,4r)-N-[(1-methylbenzotriazole-5-yl)methyl]-4-(spiro[2.5]oct-6-ylmethyl)pyrrolidine-2-carboxamide